{carboxyphenoxy}methane C(=O)(O)C1=C(OC)C=CC=C1